C(C)(C)(C)OC(=O)N1C2CC(C(C1)C2)C(=O)O 2-(tert-butoxycarbonyl)-2-azabicyclo(2.2.1)heptane-5-carboxylic acid